(R)-1-(5-((3-fluorobenzyl)oxy)-3-fluoropyridin-2-yl)pyrrolidin-3-ol FC=1C=C(COC=2C=C(C(=NC2)N2C[C@@H](CC2)O)F)C=CC1